2-(4-ethoxystyryl)-4,6-bis(trichloromethyl)s-triazine tert-Butyl-3-(((benzyloxy)carbonyl)(methyl)amino)-3-(3-(trifluoromethyl)phenethyl)-piperidine-1-carboxylate C(C)(C)(C)OC(=O)N1CC(CCC1)(CCC1=CC(=CC=C1)C(F)(F)F)N(C)C(=O)OCC1=CC=CC=C1.C(C)OC1=CC=C(C=CC2=NC(=NC(=N2)C(Cl)(Cl)Cl)C(Cl)(Cl)Cl)C=C1